C(C)(=O)C1=CC=C(S1)C1CCN(CC1)C(=O)OC(C)(C)C tert-butyl 4-(5-acetylthiophen-2-yl)piperidine-1-carboxylate